NC1=C2C(=NC=N1)N(N=C2C2=CC=C(C=C2)OC2=CC=CC=C2)C2CCC(CC2)CN2C(C(N(C(C2([2H])[2H])([2H])[2H])C2=CC(=C1C(N(C(C1=C2)=O)C2C(NC(CC2)=O)=O)=O)F)([2H])[2H])([2H])[2H] 6-(4-((4-(4-amino-3-(4-phenoxyphenyl)-1H-pyrazolo[3,4-d]pyrimidin-1-yl)cyclohexyl)methyl)piperazin-1-yl-2,2,3,3,5,5,6,6-d8)-2-(2,6-dioxopiperidin-3-yl)-4-fluoroisoindoline-1,3-dione